O1C(=CC=C1)C(=O)[O-] furate